OCCS(=O)(=O)NC1=CC(=C(C(=O)NC=2C(N(C=CC2)CC(F)(F)F)=O)C=C1)N1CCC2(CC2)CC1 4-((2-hydroxyethyl)sulfonamido)-N-(2-oxo-1-(2,2,2-trifluoroethyl)-1,2-dihydropyridin-3-yl)-2-(6-azaspiro[2.5]octan-6-yl)benzamide